2-bromo-1-[4-(difluoromethyl)phenyl]ethanone BrCC(=O)C1=CC=C(C=C1)C(F)F